S=C1N=C2C(=N1)C=CC=C2 sulfenyl-benzimidazole